3-(4'-(tert-butoxycarbonyl)-[1,1'-biphenyl]-4-yl)propanoic acid C(C)(C)(C)OC(=O)C1=CC=C(C=C1)C1=CC=C(C=C1)CCC(=O)O